C1(CC1)COC1=C(C=C(C=C1)S(=O)(=O)CC)C=1C=C(C(N(C1)C)=O)OC(F)F 5-[2-(cyclopropylmethoxy)-5-ethylsulfonylphenyl]-3-(difluoromethoxy)-1-methylpyridin-2-one